2,5-dimethyl-benzene CC1=CC=C(C=C1)C